CN1C(=NC2=C1C=CC=C2)C=2C=C(C=CC2)C=2C(=C(C(=C(C2)N2C1=CC=CC=C1N(C=1C=CC=CC21)C)N2C1=CC=CC=C1N(C=1C=CC=CC21)C)N2C1=CC=CC=C1N(C=1C=CC=CC21)C)C2=CC(=CC=C2)C2=NC1=C(N2C)C=CC=C1 10,10',10''-(3,3''-bis(1-methyl-1H-benzo[d]imidazol-2-yl)-[1,1':2',1''-terphenyl]-3',4',5'-triyl)tris(5-methyl-5,10-dihydrophenazine)